CO[Si](O[Si](C)(C)C)(O[Si](C)(C)C)CC1=CC=C(C=C)C=C1 4-[methoxybis(trimethylsiloxy)silyl]methylstyrene